Cl.OC1(CCNCC1)C(CC)N1C=NC(=CC1=O)C1=CC=CC=C1 3-(1-(4-hydroxypiperidin-4-yl)propyl)-6-phenylpyrimidin-4(3H)-one hydrochloride